CSC=1N(C(N(C(N1)=O)CC1=NN(C=N1)CC=1C=C(C(=O)OC(C)(C)C)C=CC1)=O)CC1=C(C=C(C(=C1)F)F)F tert-butyl 3-((3-((4-(methylthio)-2,6-dioxo-3-(2,4,5-trifluorobenzyl)-3,6-dihydro-1,3,5-triazin-1(2H)-yl)methyl)-1H-1,2,4-triazol-1-yl)methyl)benzoate